BrC1=C2CCC(C2=CC=C1)NC1=C(C(=C(C=O)C=C1Cl)OC)F ((4-bromo-2,3-dihydro-1H-inden-1-yl)amino)-5-chloro-3-fluoro-2-methoxybenzaldehyde